pyrrolo[2,3-c]pyridazine hydrochloride Cl.N1N=CC=C2C1=NC=C2